(3aR,6aS)-octahydrocyclopenta[c]pyrrole-5-carboxylic acid C1NC[C@H]2[C@@H]1CC(C2)C(=O)O